C(C1=CC=CC=C1)OC=1C(=C(NC2=CC=C(C=C2)Cl)C=CC1)C#CC(CO[Si](C)(C)C(C)(C)C)(C)C 3-(benzyloxy)-2-(4-((tert-butyldimethylsilyl)oxy)-3,3-dimethylbut-1-yn-1-yl)-N-(4-chlorophenyl)aniline